ClC=1C=C(C=CC1)C1=C(N(C=2N=C(N=C(C21)N)C2=CC=CC=C2)S(=O)(=O)C2=CC=C(C)C=C2)C (3-chlorophenyl)-6-methyl-2-phenyl-7-tosyl-7H-pyrrolo[2,3-d]pyrimidin-4-amine